NC1=NC=C(C2=C1C(=C(N2C)C2=C(C=C(C=C2)NC(C(=C)F)=O)C)C2=CC=C(C=C2)OC2=NC=CC(=N2)C(F)F)C#N N-(4-(4-amino-7-cyano-3-(4-((4-(difluoromethyl)pyrimidin-2-yl)oxy)phenyl)-1-methyl-1H-pyrrolo[3,2-c]pyridin-2-yl)-3-methylphenyl)-2-fluoroacrylamide